2-{3-[2-methoxy-3-(1-methyl-1H-pyrazol-4-yl)anilino]-1H-indazol-6-yl}propan-2-ol COC1=C(NC2=NNC3=CC(=CC=C23)C(C)(C)O)C=CC=C1C=1C=NN(C1)C